cyclohexanol ethanoate C(C)(=O)OC1CCCCC1